ClC=1C=2C(=N[C@H](C3=NC(=NN3C2C=NC1C(F)(F)F)C(=O)O)C)C1=C(C=CC=C1F)F (7S)-11-chloro-9-(2,6-difluorophenyl)-7-methyl-12-(trifluoromethyl)-2,3,5,8,13-pentazatricyclo[8.4.0.02,6]tetradeca-1(10),3,5,8,11,13-hexaene-4-carboxylic acid